cyanoacetyl-para-trifluoromethyl-aniline C(#N)CC(=O)NC1=CC=C(C=C1)C(F)(F)F